C\C=C\C (E)-2-Butene